(2-methoxy-3,6-dihydro-2H-pyran-5-yl) trifluoromethanesulfonate FC(S(=O)(=O)OC1=CCC(OC1)OC)(F)F